C(=O)(O)CN1CCN(CCN(CCN(CC1)CC=1N(C(C=CC1)=O)O)[C@H](C(=O)O)CCC(=O)OC1=C(C=CC=C1Cl)Cl)CC=1N(C(C=CC1)=O)O (2S)-2-[7-(Carboxymethyl)-4,10-bis[(1-hydroxy-6-oxopyridin-2-yl)methyl]-1,4,7,10-tetraazacyclododecan-1-yl]-5-(2,6-dichlorophenoxy)-5-oxopentanoic acid